(S)-N-(2-(4,4-difluoropiperidin-1-yl)-6-methylpyrimidin-4-yl)-5-fluoro-4-((2-hydroxy-1-methylethyl)sulfonylamino)-2-(6-azaspiro[2.5]oct-6-yl)benzamide FC1(CCN(CC1)C1=NC(=CC(=N1)NC(C1=C(C=C(C(=C1)F)NS(=O)(=O)[C@H](CO)C)N1CCC2(CC2)CC1)=O)C)F